2-((1R,4R)-4-((3-bromoimidazo[1,2-b]pyridazin-6-yl)amino)cyclohexyl)propan BrC1=CN=C2N1N=C(C=C2)NC2CCC(CC2)C(C)C